hexahydro[1]benzothieno[2,3-d]pyrimidine-2-carboxamide N1C(NCC2C1SC=1C2CC=CC1)C(=O)N